benzene-1,3,5-trisulfonyl chloride C1(=CC(=CC(=C1)S(=O)(=O)Cl)S(=O)(=O)Cl)S(=O)(=O)Cl